ClC1=CC=C2C(=N1)N(C(=N2)C)CC(C#N)(C)C 3-(5-Chloro-2-methyl-3H-imidazo[4,5-b]pyridin-3-yl)-2,2-dimethylpropionitrile